CC1=[N+](C=CC(=C1C1=CC=C(C=C1)NC([C@@H](NC(=O)C1=CC=C2N1CCNC2)C2CCC(CC2)C)=O)C)[O-] 2,4-dimethyl-3-(4-((S)-2-((1r,4S)-4-methylcyclohexyl)-2-(1,2,3,4-tetrahydropyrrolo[1,2-a]pyrazine-6-carboxamido)acetamido)phenyl)pyridine 1-oxide